1-(3-aminopropyl)-5-(2-chloro-4-methylphenyl)-1H-benzo[d]Imidazole-7-carboxylic acid methyl ester COC(=O)C1=CC(=CC2=C1N(C=N2)CCCN)C2=C(C=C(C=C2)C)Cl